C[C@@H]1CC=2N=CN=C(C2CN1C1=C2C(=NC=C1)NN=C2)C2CCN(CC2)S(=O)(=O)C (R)-7-methyl-4-(1-(methylsulfonyl)piperidin-4-yl)-6-(1H-pyrazolo[3,4-b]pyridin-4-yl)-5,6,7,8-tetrahydropyrido[4,3-d]pyrimidine